Cl.ClCC=1C(=NC=C(C1)C=1SC(=CC1)Cl)C 3-(chloromethyl)-5-(5-chlorothiophen-2-yl)-2-methylpyridine hydrochloride